N-(3-(((2-hydroxyethyl)(methyl)amino)methyl)-5-(trifluoromethyl)phenyl)-6-(imidazo[1,2-a]pyridine-3-carbonyl)-4,5,6,7-tetrahydrothieno[2,3-c]pyridine-3-carboxamide OCCN(C)CC=1C=C(C=C(C1)C(F)(F)F)NC(=O)C1=CSC=2CN(CCC21)C(=O)C2=CN=C1N2C=CC=C1